4-((2-chloro-5-cyanopyrimidin-4-yl)amino)benzamide ClC1=NC=C(C(=N1)NC1=CC=C(C(=O)N)C=C1)C#N